Tris(4-bromophenyl)boron BrC1=CC=C(C=C1)B(C1=CC=C(C=C1)Br)C1=CC=C(C=C1)Br